The molecule is a very long-chain fatty acid that is tricosane in which one of the methyl groups has been oxidised to the corresponding carboxylic acid. It has a role as a plant metabolite, a human metabolite and a Daphnia magna metabolite. It is a straight-chain saturated fatty acid and a very long-chain fatty acid. It is a conjugate acid of a tricosanoate. CCCCCCCCCCCCCCCCCCCCCCC(=O)O